ClC1=C(C=C(C=C1)C1=NN(C(=N1)CC(=O)NCC1=CC(=NC(=C1)C([2H])([2H])[2H])C([2H])([2H])[2H])CC)F 2-[3-(4-chloro-3-fluorophenyl)-1-ethyl-1H-1,2,4-triazol-5-yl]-N-{[2,6-di(2H3)methylpyridin-4-yl]methyl}acetamide